O1C(CCC2=CC=CC=C12)C(=O)C1OC2=CC=CC=C2CC1 chromanyl ketone